C1(CC1)C(C(C(=O)NC1=C(C=C(C=C1)C=1C(=NN(C1C)COCC[Si](C)(C)C)C)F)C1=NN=C(N1)C=1N(N=CC1)C(C)C)C1CC1 3,3-dicyclopropyl-N-[4-[3,5-dimethyl-1-(2-trimethylsilylethoxymethyl)pyrazol-4-yl]-2-fluoro-phenyl]-2-[5-(2-isopropylpyrazol-3-yl)-4H-1,2,4-triazol-3-yl]propanamide